Cl.CC1=NN2C(C(=NC(=C2)N)C)=N1 2,8-dimethyl-[1,2,4]triazolo[1,5-a]pyrazin-6-amine HCl salt